FC1=CC=C(C=C1)NC(=NO)C=1C(=NON1)SCCNC(C)=O N-[2-({4-[N-(4-fluorophenyl)-N'-hydroxycarbamimidoyl]-1,2,5-oxadiazol-3-yl}sulfanyl)ethyl]acetamide